tetrabromobenzoquinone BrC1=C(C(C(=C(C1=O)Br)Br)=O)Br